Fluoro-[1-(3-ethyl-3-oxetanylmethoxy)methyl]benzene FC1=C(C=CC=C1)COCC1(COC1)CC